2-dimethylphosphoryl-4-methoxy-N-methyl-5-(prop-2-ynylamino)benzamide CP(=O)(C)C1=C(C(=O)NC)C=C(C(=C1)OC)NCC#C